C(#N)C([C@H](C[C@H]1C(NCC1)=O)NC(=O)[C@H](CC(C)C)NC(=O)C=1NC2=CC=CC(=C2C1)OC)O N-[(1S)-1-[[(1S)-2-cyano-2-hydroxy-1-[[(3S)-2-oxopyrrolidin-3-yl]methyl]ethyl]carbamoyl]-3-methyl-butyl]-4-methoxy-1H-indole-2-carboxamide